Isoniazid NNC(=O)C1C=CN=CC=1